O1N=C(C=C1)COC1=C(C=C2C=C(NC2=C1)CNC(=O)C1(CC1)C)SC N-((6-(isoxazol-3-ylmethoxy)-5-(methylthio)-1H-indol-2-yl)methyl)-1-methylcyclopropane-1-carboxamide